BrC=1C(=C(C(=O)OC(C)(C)C)C(=CC1)CCOCC)O tert-butyl 3-bromo-6-(ethoxyethyl)-2-hydroxybenzoate